2-(trans-4-((3-(1-Cyclopropyl-1H-pyrazol-4-yl)phenyl)((trans-4-(5-methoxy-6-methylpyridin-2-yl)-cyclohexyl)methyl)carbamoyl)-cyclohexyl)acetic acid C1(CC1)N1N=CC(=C1)C=1C=C(C=CC1)N(C(=O)[C@@H]1CC[C@H](CC1)CC(=O)O)C[C@@H]1CC[C@H](CC1)C1=NC(=C(C=C1)OC)C